N=1N(N=C2C1C=CC=C2)C=2C=C(C=C(C2O)C(C)(C)C)CCC(=O)O 3-(3-(2H-benzotriazol-2-yl)-4-hydroxy-5-t-butylphenyl)-propionic acid